3-(3-methyl-7-oxo-2-phenyl-4,7-dihydropyrazolo[1,5-a]pyrimidin-5-yl)benzonitrile CC=1C(=NN2C1NC(=CC2=O)C=2C=C(C#N)C=CC2)C2=CC=CC=C2